CN1CCC(CC1)NC1=C2C=CN(C2=CC(=C1)C=1C=C(C=O)C=CC1)CC(F)(F)F 3-[4-[(1-methyl-4-piperidyl)amino]-1-(2,2,2-trifluoroethyl)indol-6-yl]benzaldehyde